rac-N-((4R,5R)-3-(((tert-butyldimethylsilyl)oxy)methyl)-4-cyclopropyl-6-oxo-1-propyl-4,5,6,7-tetrahydro-1H-pyrazolo[3,4-b]pyridin-5-yl)-3-(trifluoromethyl)benzamide [Si](C)(C)(C(C)(C)C)OCC1=NN(C=2NC([C@@H]([C@@H](C21)C2CC2)NC(C2=CC(=CC=C2)C(F)(F)F)=O)=O)CCC |r|